FC(C)(F)C=1C=CC(=NC1)C#CC1=C2C=C(N=CC2=C(N=C1)NC)C1(CC1)C(=O)N (5-((5-(1,1-difluoroethyl)pyridin-2-yl)ethynyl)-8-(methylamino)-2,7-naphthyridin-3-yl)cyclopropanecarboxamide